4-(chroman-3-ylmethyl)-6-hydroxy-5-oxo-4,5-dihydrothieno[3,2-b]pyridine-7-carboxylic acid O1CC(CC2=CC=CC=C12)CN1C2=C(C(=C(C1=O)O)C(=O)O)SC=C2